Cl\C=C\C trans-1-chloro-propene